5-pentadecyl-1,2,3-oxadiazol-4(5H)-one C(CCCCCCCCCCCCCC)C1C(N=NO1)=O